The molecule is dianion of 2,3-bis-O-(geranylgeranyl)glycerol 1-phosphate; major species at pH 7.3. It is a conjugate base of a 2,3-bis-O-(geranylgeranyl)glycerol 1-phosphate. CC(=CCC/C(=C/CC/C(=C/CC/C(=C/COCC(COP(=O)([O-])[O-])OC/C=C(\\C)/CC/C=C(\\C)/CC/C=C(\\C)/CCC=C(C)C)/C)/C)/C)C